2-(2-(1,1-difluoroethyl)-4-fluorophenyl)-3-(4-((1-(3-fluoropropyl)azetidin-3-yl)oxy)phenoxy)benzo[b]thiophen-6-yl trifluoromethanesulfonate FC(S(=O)(=O)OC=1C=CC2=C(SC(=C2OC2=CC=C(C=C2)OC2CN(C2)CCCF)C2=C(C=C(C=C2)F)C(C)(F)F)C1)(F)F